1-(3-Methyl-1-((2R,4r,6R)-6-(piperazin-1-ylmethyl)spiro[3.3]heptan-2-yl)-1H-pyrrolo[2,3-b]pyridin-5-yl)dihydropyrimidine-2,4(1H,3H)-dione CC1=CN(C2=NC=C(C=C21)N2C(NC(CC2)=O)=O)C2CC1(C2)CC(C1)CN1CCNCC1